3-mesyl-benzaldehyde S(=O)(=O)(C)C=1C=C(C=O)C=CC1